C12C(C3CC(CC(C1)C3)C2)NC(CN2C(C(=CC=C2)NC([C@H](CC/C=C/C(=O)OC)NC(=O)C=2N=NNN2)=O)=O)=O (S,E)-methyl 7-(1-(2-(2-adamantylamino)-2-oxoethyl)-2-oxo-1,2-dihydropyridin-3-ylamino)-7-oxo-6-(2H-tetrazole-5-carboxamido)hept-2-enoate